(3S)-3-[[(3S,3aS,6aR)-2-(4-methoxy-1H-indole-2-carbonyl)-3,3a,4,5,6,6a-hexahydro-1H-cyclopenta[c]pyrrole-3-carbonyl]amino]-2-hydroxy-4-[(3S)-2-oxopyrrolidin-3-yl]butanoic acid COC1=C2C=C(NC2=CC=C1)C(=O)N1C[C@H]2[C@@H]([C@H]1C(=O)N[C@H](C(C(=O)O)O)C[C@H]1C(NCC1)=O)CCC2